N=1NN=NC1CN1CCC(CC1)C1=CC=C2C(C=3N(C=4C=CC=C(C4C(N3)=O)Cl)C2=C1)(C)C 10-(1-((2H-tetrazol-5-yl)methyl)piperidin-4-yl)-4-chloro-7,7-dimethylindolo[1,2-a]quinazolin-5(7H)-one